ClC=1C(=C2C(=NC1Cl)N(C=C2)[Si](C(C)C)(C(C)C)C(C)C)F (5,6-dichloro-4-fluoro-pyrrolo[2,3-b]pyridin-1-yl)-triisopropyl-silane